CC=1C=C2CCN(C2=CC1)C1=NC=CC=C1 5-methyl-N-pyridylindoline